2-[4-[3-[7-(5-chloropyrimidin-2-yl)-7-azaspiro[3.5]nonan-2-yl]propoxy]-2,6-difluoro-phenyl]-1-[3-[[[(2S,3R,4R,5R)-2,3,4,5,6-pentahydroxyhexyl]amino]methyl]azetidin-1-yl]ethanone ClC=1C=NC(=NC1)N1CCC2(CC(C2)CCCOC2=CC(=C(C(=C2)F)CC(=O)N2CC(C2)CNC[C@@H]([C@H]([C@@H]([C@@H](CO)O)O)O)O)F)CC1